ClC=1C=NN(C1C(NC1=NC=C(C=C1C)C#CC1=CC=C(C=C1)F)=O)C1CCN(CC1)C(=O)NCC 4-(4-chloro-5-((5-((4-fluorophenyl)ethynyl)-3-methylpyridin-2-yl)carbamoyl)-1H-pyrazol-1-yl)-N-ethylpiperidine-1-carboxamide